7-((4-(2-methyl-6-(methylcarbamoyl)pyridin-3-yl)piperazin-1-yl)methyl)-3-chloro-9-fluoropyrazolo[1,5-a]quinoxalin-4(5H)-one CC1=NC(=CC=C1N1CCN(CC1)CC=1C=C2NC(C=3N(C2=C(C1)F)N=CC3Cl)=O)C(NC)=O